BrC=1C=C2CN(CC2=C(C1)S(=O)(=O)C)[C@@H](C)C1CC1 (S)-5-bromo-2-(1-cyclopropylethyl)-7-(methylsulfonyl)isoindolin